O[C@H]1[C@H](OC[C@@H]1O)[C@@H](COC(CCCCCCCCCCC)=O)O [(2R)-2-[(2R,3R,4S)-3,4-dihydroxyoxolan-2-yl]-2-hydroxyethyl]-dodecanoate